C(O[C@@H]1[C@](O[C@H](C1)N1C=CC2=C1N=C(N=C2N)Cl)(CO)C#C)(OCCCCCCCCCC)=O (2R,3S,5R)-5-(4-amino-2-chloro-7H-pyrrolo[2,3-d]pyrimidin-7-yl)-2-ethynyl-2-(hydroxymethyl)tetrahydrofuran-3-yl decyl carbonate